1-[2-[5-Amino-8-(2-furyl)-1-methyl-2-oxo-[1,2,4]triazolo[5,1-f]purin-3-yl]ethyl]-N-methyl-pyrazole-4-carboxamide NN1C=NC(=C2N3C(N=C12)N(C(N3C)=O)CCN3N=CC(=C3)C(=O)NC)C=3OC=CC3